(1S)-1-amino-5-(3a-bromo-4,7-dimethyl-1,3,8-trioxo-5,6-diphenyl-1,3,3a,4,7,7a-hexahydro-2H-4,7-methanoisoindol-2-yl)-1-(3-methyl-1,2,4-oxadiazol-5-yl)pentane trifluoroacetic acid salt FC(C(=O)O)(F)F.N[C@@H](CCCCN1C(C2C3(C(=C(C(C2(C1=O)Br)(C3=O)C)C3=CC=CC=C3)C3=CC=CC=C3)C)=O)C3=NC(=NO3)C